ClC1=C2C=CC(NC2=C(C=C1)Cl)=O 5,8-Dichloroquinolin-2(1H)-one